2-[[4-[6-[[4-(1-Cyclopropyltriazol-4-yl)-2-fluoro-phenyl]methoxy]-2-pyridyl]-1-piperidyl]methyl]-3-[[(2S)-oxetan-2-yl]methyl]benzimidazole-5-carboxylic acid C1(CC1)N1N=NC(=C1)C1=CC(=C(C=C1)COC1=CC=CC(=N1)C1CCN(CC1)CC=1N(C2=C(N1)C=CC(=C2)C(=O)O)C[C@H]2OCC2)F